methyldioctadecyl-[3-(diethoxysilyl)propyl]ammonium chloride [Cl-].C[N+](CCC[SiH](OCC)OCC)(CCCCCCCCCCCCCCCCCC)CCCCCCCCCCCCCCCCCC